N-(5-((4-(fluoromethoxy)phenyl)ethynyl)-8-(methylamino)-2,7-naphthyridin-3-yl)cyclopropanecarboxamide FCOC1=CC=C(C=C1)C#CC1=C2C=C(N=CC2=C(N=C1)NC)NC(=O)C1CC1